C(#N)C1=CC=C2C(=CNC2=C1)CN1CC2(CCN(C2)C2=NC=NC=C2OC2=C(C(=O)N(C)C(C)C)C=C(C=C2)F)CC1 2-((4-(7-((6-cyano-1H-indol-3-yl)methyl)-2,7-diazaspiro[4.4]non-2-yl)pyrimidin-5-yl)oxy)-5-fluoro-N-isopropyl-N-methylbenzamide